N-(4-quinoline-3-yl-phenyl)-N,N-bis{4-(2-phenyl-benzooxazole-6-yl)-phenyl}-amine N1=CC(=CC2=CC=CC=C12)C1=CC=C(C=C1)N(C1=CC=C(C=C1)C1=CC2=C(N=C(O2)C2=CC=CC=C2)C=C1)C1=CC=C(C=C1)C1=CC2=C(N=C(O2)C2=CC=CC=C2)C=C1